tert-butyl 4-(4-(5-(1-(3-(1H-pyrazol-1-yl)propanoyl)-1,2,5,6-tetrahydropyridin-3-yl)-2-(dimethylcarbamoyl)-4-fluorobenzofuran-7-yl)phenyl)piperazine-1-carboxylate N1(N=CC=C1)CCC(=O)N1CC(=CCC1)C=1C=C(C2=C(C=C(O2)C(N(C)C)=O)C1F)C1=CC=C(C=C1)N1CCN(CC1)C(=O)OC(C)(C)C